(3-methoxynaphthalen-2-yl)-7-(2,2,6,6-tetramethyl-1,2,3,6-tetrahydropyridin-4-yl)imidazo[1,2-a]pyrimidine COC=1C(=CC2=CC=CC=C2C1)C=1N=C2N(C=CC(=N2)C=2CC(NC(C2)(C)C)(C)C)C1